O=C1C=C(NC2=CC=CC=C12)C(=O)O 1,4-dihydro-4-oxoquinoline-2-carboxylic acid